3-(4-(4-((((1R,2S)-2-aminocyclopentyl)(methyl)amino)methyl)piperidin-1-yl)phenyl)piperidine-2,6-dione N[C@@H]1[C@@H](CCC1)N(C)CC1CCN(CC1)C1=CC=C(C=C1)C1C(NC(CC1)=O)=O